N-[(1S)-1-{[(1S)-1-{[3-chloro-4-(hydroxymethyl)phenyl]carbamoyl}ethyl]carbamoyl}-2-methylpropyl]-6-(2,5-dioxo-2,5-dihydro-1H-pyrrol-1-yl)hexanamide ClC=1C=C(C=CC1CO)NC(=O)[C@H](C)NC(=O)[C@H](C(C)C)NC(CCCCCN1C(C=CC1=O)=O)=O